BrC1=C(C2=C(N=NC(=C2)C2=C(C=CC=C2)OCOC)N1COCC[Si](C)(C)C)C 6-bromo-3-(2-(methoxymethoxy)phenyl)-5-methyl-7-((2-(trimethylsilyl)ethoxy)methyl)-7H-pyrrolo[2,3-c]pyridazine